bromo[(2-cyanophenyl)(phenyl)methyl]zinc Br[Zn]C(C1=CC=CC=C1)C1=C(C=CC=C1)C#N